(E)-linalool C=CC(O)(C)CCC=C(C)C